sodium 3,5-dimethylbenzenesulfonate CC=1C=C(C=C(C1)C)S(=O)(=O)[O-].[Na+]